NC(/C=C/CC[C@@H](C(=O)NC=1C(N(C=CC1)CC=1N(C2=C(C=C(C=C2C1)F)OCC(F)F)C(=O)OC(C)(C)C)=O)NC(=O)OC)=O tert-butyl (S,E)-2-((3-(7-amino-2-((methoxycarbonyl)amino)-7-oxohept-5-enamido)-2-oxopyridin-1(2H)-yl)methyl)-7-(2,2-difluoroethoxy)-5-fluoro-1H-indole-1-carboxylate